C(O)C1(COC1)CO 3,3-dimethyloloxetane